C(C)N1CCN(CC1)CC1=C(C=C(C=C1)NC(C1=CC(=C(C=C1)C)OC=1C2=C(N=CN1)NC(=C2)C)=O)C(F)(F)F N-(4-((4-ethylpiperazin-1-yl)methyl)-3-(trifluoromethyl)phenyl)-4-methyl-3-((6-methyl-7H-pyrrolo[2,3-d]pyrimidin-4-yl)oxy)benzamide